2-[4-(2-(Methoxy)-5-pyridinyl)-6-(4-hydroxy-piperidin-1-yl)-pyrimidin-2-ylamino]-4-methylthiazole-5-carboxylic acid ethyl ester C(C)OC(=O)C1=C(N=C(S1)NC1=NC(=CC(=N1)C=1C=CC(=NC1)OC)N1CCC(CC1)O)C